5,7-difluoro-4-oxo-6-(2-(trifluoromethyl)-1H-imidazol-4-yl)-1,4-dihydroquinolin FC1=C2C(C=CNC2=CC(=C1C=1N=C(NC1)C(F)(F)F)F)=O